2-(diethoxyphosphoryl)pentanoic acid ethyl ester C(C)OC(C(CCC)P(=O)(OCC)OCC)=O